benzyl 4-{[1-(4-{(1S)-2-[2-(benzyloxy)-4-fluorophenyl]-3-oxo-7-oxa-2-azaspiro[3.5]nonan-1-yl}-2-fluoro-5-methoxyphenyl)piperidin-4-yl]methyl}piperazine-1-carboxylate C(C1=CC=CC=C1)OC1=C(C=CC(=C1)F)N1[C@H](C2(C1=O)CCOCC2)C2=CC(=C(C=C2OC)N2CCC(CC2)CN2CCN(CC2)C(=O)OCC2=CC=CC=C2)F